C1(CC1)OC1=C(C(=C(C(=C1F)F)F)F)S(=O)(=O)N1C[C@@H](CCC1)N1N=C(C=2C1=NC=NC2N)C2=CC=C(C=C2)OC2=CC=CC=C2 (R)-1-(1-((2-cyclopropoxy-3,4,5,6-tetrafluorophenyl)sulfonyl)piperidin-3-yl)-3-(4-phenoxyphenyl)-1H-pyrazolo[3,4-d]pyrimidin-4-amine